1-(4-fluoroindolin-5-yl)-3,5-dimethylimidazo[1,5-a]pyrazin-8-amine hydrochloride Cl.FC1=C2CCNC2=CC=C1C=1N=C(N2C1C(=NC=C2C)N)C